6-cyano-N-[6-(2,2-difluoroethoxy)-5-fluoro-2-methoxypyridin-3-yl]-1H-indole-3-sulfonamide C(#N)C1=CC=C2C(=CNC2=C1)S(=O)(=O)NC=1C(=NC(=C(C1)F)OCC(F)F)OC